C1(CCCCC1)CN1C=NC(=C1)I 1-(cyclohexylmethyl)-4-iodo-1H-imidazole